ClC1=C(C(=C(C(=C1)OC1CC1)C#N)C=1N(N=CC1I)CCCCCCCCCCCCCC)F 4-chloro-6-(cyclopropyloxy)-3-fluoro-2-[4-iodo-2-(tridecylmethyl)pyrazol-3-yl]benzene-1-carbonitrile